2-(4-Fluoropiperidin-1-yl)acetic acid FC1CCN(CC1)CC(=O)O